C(C1=CC=CC=C1)OC=1C(=NC(=CC1)C#CCCCN1CCC(CC1)NC(=O)OC(C)(C)C)C(=O)OC Methyl 3-(benzyloxy)-6-(5-(4-((tert-butoxycarbonyl)amino)piperidin-1-yl)pent-1-yn-1-yl)picolinate